C(C1=CC=C(C=C1)OC)(=O)[O-] anisoate